Methyl 1-(oxan-2-yloxy)cyclopropane-1-carboxylate O1C(CCCC1)OC1(CC1)C(=O)OC